hexanyl-hydrazine trifluoroacetate FC(C(=O)O)(F)F.C(CCCCC)NN